8-(3-aminophenyl)-2-((6-morpholinopyridin-3-yl)amino)-6-phenoxypyrido[2,3-d]pyrimidin-7(8H)-one NC=1C=C(C=CC1)N1C(C(=CC2=C1N=C(N=C2)NC=2C=NC(=CC2)N2CCOCC2)OC2=CC=CC=C2)=O